[Ag].[Pt].[Au] Gold-platinum-silver